1'-(6-amino-5-((2-amino-3-chloropyridin-4-yl)thio)pyrazin-2-yl)-3,4-dihydro-2H-spiro[naphthalene-1,4'-piperidin]-2-amine NC1=C(N=CC(=N1)N1CCC2(CC1)C(CCC1=CC=CC=C12)N)SC1=C(C(=NC=C1)N)Cl